N-(2,2-difluoropropyl)-5-(8-fluoroimidazo[1,2-a]pyridin-6-yl)-7H-pyrrolo[2,3-d]pyrimidin-2-amine FC(CNC=1N=CC2=C(N1)NC=C2C=2C=C(C=1N(C2)C=CN1)F)(C)F